trifluoroacetyl-pyridine FC(C(=O)C1=NC=CC=C1)(F)F